5-[2-Chloro-3-[(7S)-2,7-dimethyl-3-[6-(trifluoromethyl)pyrazin-2-yl]-5,7-dihydro-4H-pyrazolo[3,4-c]pyridine-6-carbonyl]-5-fluoro-phenyl]-1H-pyridin-2-one ClC1=C(C=C(C=C1C(=O)N1[C@H](C=2C(CC1)=C(N(N2)C)C2=NC(=CN=C2)C(F)(F)F)C)F)C=2C=CC(NC2)=O